N-(4-methoxy-2-(4-((S)-2-methylmorpholino)piperidin-1-yl)-5-((6-((R)-3-(3-phenoxyphenyl)isoxazolidin-2-yl)pyrimidin-4-yl)amino)phenyl)acrylamide COC1=CC(=C(C=C1NC1=NC=NC(=C1)N1OCC[C@@H]1C1=CC(=CC=C1)OC1=CC=CC=C1)NC(C=C)=O)N1CCC(CC1)N1C[C@@H](OCC1)C